C(#N)C[C@@H]1N(CCN(C1)C=1C2=C(N=C(N1)S(=O)C)OC1(CC2)CC2=CC=CC=C2C1)C(=O)OCC1=CC=CC=C1 benzyl (2S)-2-(cyanomethyl)-4-(2'-(methylsulfinyl)-1,3,5',6'-tetrahydrospiro[indene-2,7'-pyrano[2,3-d]pyrimidin]-4'-yl)piperazine-1-carboxylate